COC1=C2CCO[C@@H](C2=CC=C1)CNC (S)-1-(5-methoxyisochroman-1-yl)-N-methylmethanamine